C(C=C)(=O)N1C[C@@H](N(C[C@H]1C)C1=NC(N2C3=C(C(=C(C=C13)C(F)(F)F)C1=C(C=C(C=C1)F)F)SC[C@@H]2COC)=O)C (3S)-7-((2S,5R)-4-acryloyl-2,5-dimethylpiperazin-1-yl)-10-(2,4-difluorophenyl)-3-(methoxymethyl)-9-(trifluoromethyl)-2H-[1,4]thiazino[2,3,4-ij]quinazolin-5(3H)-one